OC(COC1=CC=C(C=C1)C(C)(C)C1=CC=C(C=C1)OCC(COC(C(=C)C)=O)O)COC(C(=C)C)=O 2,2-bis-(4-(2-hydroxy-3-Methacryloyloxypropoxy)phenyl)propane